3-cis-cyclohexanedicarboxylic acid C1(CCCCC1)(C(=O)O)C(=O)O